1-[(2-oxo-2,3-dihydro-1H-indol-1-yl)methyl]-1H-imidazole-5-carbonitrile O=C1N(C2=CC=CC=C2C1)CN1C=NC=C1C#N